NCCCCNC(=O)N 1-(4-aminobutyl)urea